O1CC(C1)N1C(N(CC1)C1CN(CCC1)C=1N=C(C(=NC1)C(=O)N)NC1=CC=C(C=C1)N1CCNCC1)=O (3-(3-(oxetan-3-yl)-2-oxoimidazolin-1-yl)piperidin-1-yl)-3-((4-(piperazin-1-yl)phenyl)amino)pyrazine-2-carboxamide